3-(3-bromo-4-nitrophenyl)-8-methyl-3,8-diazabicyclo[3.2.1]octane BrC=1C=C(C=CC1[N+](=O)[O-])N1CC2CCC(C1)N2C